(E)-1-(3,4-dimethoxy-5-(methylseleno)phenyl)-3-(4-methoxyphenyl)-2-methylpropan-2-en-1-one COC=1C=C(C=C(C1OC)[Se]C)C(\C(=C\C1=CC=C(C=C1)OC)\C)=O